tert-butyl 2-(3-(2,6-dimethyl-4-(perfluoropropan-2-yl)phenylcarbamoyl)phenyl)-14,14-dimethyl-1,5,12-trioxo-1-phenyl-13-oxa-2,6,11-triazapentadecane-10-carboxylate CC1=C(C(=CC(=C1)C(C(F)(F)F)(C(F)(F)F)F)C)NC(=O)C=1C=C(C=CC1)N(C(C1=CC=CC=C1)=O)CCC(NCCCC(NC(OC(C)(C)C)=O)C(=O)OC(C)(C)C)=O